ClC=1C=C(OC2=CC=C3C(C(C(C3=C2C(F)F)O)(F)F)(F)F)C=C(C1)F 6-(3-chloro-5-fluorophenoxy)-7-(difluoromethyl)-2,2,3,3-tetrafluoro-2,3-dihydro-1H-inden-1-ol